Cl.C(C1=CC=CC=C1)OC1CC(C1)N 3-benzyloxycyclobutylamine hydrochloride